C1=CC=C(C(=C1)CC(=O)O)N=C2C(=CC(=O)C=C2Cl)Cl The molecule is a quinone imine that is a metabolite of diclofenac arising from 4'-hydroxylation followed by oxidation. It has a role as a metabolite. It is a quinone imine and an organochlorine compound. It derives from a diclofenac.